7-(1-(2-Fluoro-6-methylphenyl)piperidin-4-yl)-5-((3-(trifluoromethyl)pyrazin-2-yl)methyl)pyrido[2,3-b]pyrazin-6(5H)-one FC1=C(C(=CC=C1)C)N1CCC(CC1)C1=CC=2C(=NC=CN2)N(C1=O)CC1=NC=CN=C1C(F)(F)F